C(\C(\C)=C/C(=O)[O-])(=O)[O-].C(C)[N+](CC)(CC)CC.C(C)[N+](CC)(CC)CC bistetraethylammonium citraconate